5-{7-[1-(cyclopropanesulfonyl)pyrrolidin-3-yl]-1-fluoro-3-hydroxynaphthalen-2-yl}-1λ6,2,5-thiadiazolidine-1,1,3-trione C1(CC1)S(=O)(=O)N1CC(CC1)C1=CC=C2C=C(C(=C(C2=C1)F)N1CC(NS1(=O)=O)=O)O